Cl.ClC1=CC=C(C=C1)C1=CC=C(N1C=1C=NC=CC1C(F)(F)F)C1=C(C=C(C(=O)NCCN(C)C)C=C1)OC 4-[5-(4-chlorophenyl)-1-[4-(trifluoromethyl)-3-pyridyl]pyrrol-2-yl]-N-[2-(dimethylamino)ethyl]-3-methoxy-benzamide hydrochloride